benzotriazoleformaldehyde N1N=NC2=C1C=CC=C2C=O